(R)-TERT-BUTYL 4-((5-CHLORO-1-(HYDROXYMETHYL)-2,3-DIHYDRO-1H-INDEN-1-YL)METHOXY)-3-NITROBENZOATE ClC=1C=C2CC[C@@](C2=CC1)(CO)COC1=C(C=C(C(=O)OC(C)(C)C)C=C1)[N+](=O)[O-]